C(C)(C)N1CCC(CC1)NC=1C=2C=C(N(C2C=CC1)CC(F)(F)F)C#CCNC1=C(C=C(C=C1)S(=O)(=O)C)OC N-(1-isopropylpiperidin-4-yl)-2-(3-((2-methoxy-4-(methylsulfonyl)phenyl)amino)prop-1-yn-1-yl)-1-(2,2,2-trifluoroethyl)-1H-indol-4-amine